FC(C=1C=C(C=CC1F)N1C=C(C=2[C@@H](C(CCC12)(F)F)O)C=1OC=CN1)F (S)-1-(3-(difluoromethyl)-4-fluorophenyl)-5,5-difluoro-3-(oxazol-2-yl)-4,5,6,7-Tetrahydro-1H-indol-4-ol